cis-nickel butadiene C=CC=C.[Ni]